Tert-butyl (3S)-3-(5-cyano-3-pyridyl)-5-hydroxy-isoxazolidine-2-carboxylate C(#N)C=1C=C(C=NC1)[C@H]1N(OC(C1)O)C(=O)OC(C)(C)C